C[C@@H](CC)N1C=NC(=C1)C(=O)O 1-[(2S)-butan-2-yl]-1H-imidazole-4-carboxylic acid